FC1=C(C(=C(C(=C1[B-](C1=C(C(=C(C(=C1F)F)F)F)F)(C1=C(C(=C(C(=C1F)F)F)F)F)C1=C(C(=C(C(=C1F)F)F)F)F)F)F)F)F.C(CCCCCCC)[NH+](CCCCCCCC)CC(F)(F)F N,N-Dioctyl-2,2,2-trifluoroethylammonium tetrakis(pentafluorophenyl)borate